BrC1=NC=2N(C(N(C(C2N1C)=O)CC=1N(C2=CC=CC(=C2C1)Cl)C(=O)OC(C)(C)C)=O)C tert-Butyl 2-[(8-bromo-3,7-dimethyl-2,6-dioxo-purin-1-yl)methyl]-4-chloro-indole-1-carboxylate